N-BOC-O5-tert-butyl-L-glutamic acid C(=O)(OC(C)(C)C)N[C@@H](CCC(=O)OC(C)(C)C)C(=O)O